(2S,4R)-4-hydroxy-N-methyl-1-[(2S)-3-methyl-2-(4-oxazol-5-yltriazol-1-yl)butanoyl]pyrrolidine-2-carboxamide O[C@@H]1C[C@H](N(C1)C([C@H](C(C)C)N1N=NC(=C1)C1=CN=CO1)=O)C(=O)NC